C1(=CC=C(C=C1)NC=1C=C(C=CC1)C1=CC(=CC(=C1)C(C)(C)C)C(C)(C)C)C1=CC=CC=C1 N-([1,1'-biphenyl]-4-yl)-3',5'-di-tert-butyl-[1,1'-biphenyl]-3-amine